4-(2,6-Dimethoxyphenyl)-N-(((1-methyl-1H-1,2,4-triazol-3-yl)methyl)sulfonyl)-5-(5-methylfuran-2-yl)-4H-1,2,4-triazole-3-carboxamide COC1=C(C(=CC=C1)OC)N1C(=NN=C1C=1OC(=CC1)C)C(=O)NS(=O)(=O)CC1=NN(C=N1)C